C(C1=CC=CC=C1)OCCCCOC1=C(C=CC=C1)N1CCN(CC1)C 1-(2-(4-(benzyloxy)butoxy)phenyl)-4-methylpiperazine